4-(methacryloyloxy)butyl-2-(6-hydroxybenzo[1,3]dioxol-5-yl)-2H-benzotriazole-5-carboxylate C(C(=C)C)(=O)OCCCCOC(=O)C1=CC=2C(=NN(N2)C2=CC3=C(OCO3)C=C2O)C=C1